C(CCCCCCCCCCCCCCCCCCCCCCCCCCCCC)(=O)OCCCCCCCCCC decyl n-triacontanoate